P(=O)(OCCC1=CNC2=CC=C(C=C12)C1(CC1)C(NC(C1=CC=CC=C1)C1=C(C=C(C=C1)C)OC)=O)([O-])[O-].[Na+].[Na+] disodium 2-[5-(1-{[(2-methoxy-4-methylphenyl)(phenyl)methyl]carbamoyl} cyclopropyl)-1H-indol-3-yl]ethyl phosphate